(S)-2-((tert-butyldimethylsilyl)oxy)-3-(8-(2,4-dichlorophenyl)-9-(4-((1-(3-fluoropropyl)pyrrolidin-3-yl)oxy)phenyl)-6,7-dihydro-5H-benzo[7]annulen-3-yl)cyclopent-2-en-1-one [Si](C)(C)(C(C)(C)C)OC=1C(CCC1C1=CC2=C(C(=C(CCC2)C2=C(C=C(C=C2)Cl)Cl)C2=CC=C(C=C2)O[C@@H]2CN(CC2)CCCF)C=C1)=O